BrC1=CC=2N3C=CC(=NC3=NC2C=C1)C(=O)O 4-bromo-1,8,10-triazatricyclo[7.4.0.02,7]trideca-2(7),3,5,8,10,12-hexaene-11-carboxylic acid